N-(1-(2-(trifluoromethyl)pyrimidin-5-yl)ethyl)benzamide FC(C1=NC=C(C=N1)C(C)NC(C1=CC=CC=C1)=O)(F)F